C(\C=C\C)N1C(C2=C(C(=C1)C1=C(C=CC(=C1)C(=O)N1CCCC1)OC)C=CN2)=O 6-[(E)-but-2-enyl]-4-[2-methoxy-5-(pyrrolidine-1-carbonyl)phenyl]-1H-pyrrolo[2,3-c]pyridin-7-one